NC1=CC=C(C(=O)N[C@@H](CCC(=O)[O-])C(=O)[O-])C=C1.[Zn+2] zinc para-aminobenzoyl-L-glutamate